methyl-isopropyl-o-chlorobenzene CC=1C(=C(C=CC1)C(C)C)Cl